((4-(6-((3-cyano-1-methyl-1H-indazol-6-yl)methoxy)pyridin-2-yl)piperidine-1-yl)methyl)-1-(oxetan-2-ylmethyl)-1H-benzo[d]imidazole-6-carboxylic acid C(#N)C1=NN(C2=CC(=CC=C12)COC1=CC=CC(=N1)C1CCN(CC1)CC1=NC2=C(N1CC1OCC1)C=C(C=C2)C(=O)O)C